N-(4-(4-ethylpiperazin-1-yl)phenyl)-9-isopropylisoxazolo[5,4-h]quinazolin-2-amine C(C)N1CCN(CC1)C1=CC=C(C=C1)NC1=NC2=C3C(=CC=C2C=N1)ON=C3C(C)C